ClC1=CC=C(C=C1)C(C(C)C1CC1)=O 1-(4-chlorophenyl)-2-cyclopropylpropan-1-one